C(C1=CC=CC=C1)N1CC(CC1=O)C(=O)N(CC1=CC=NC=C1)C 1-benzyl-N-methyl-5-oxo-N-(pyridin-4-ylmethyl)pyrrolidine-3-carboxamid